N1CCC(CC1)N1N=CC(=C1)NC1=NC=CC(=N1)C1=C(C=CC=C1)C1CC1C(=O)N 3-(2-(1-(piperidin-4-yl)-1H-pyrazol-4-ylamino)pyrimidin-4-ylphenyl)cyclopropanecarboxamide